tert-butyl 4-(2-methyl-7-oxo-8-((3-(trifluoromethoxy)pyridin-2-yl)methyl)-7,8-dihydropyrido[2,3-d]pyrimidin-6-yl)piperazine-1-carboxylate CC=1N=CC2=C(N1)N(C(C(=C2)N2CCN(CC2)C(=O)OC(C)(C)C)=O)CC2=NC=CC=C2OC(F)(F)F